2-[(3-chlorophenyl)methoxycarbonylamino]-4-[2-methoxyethyl-[4-(5,6,7,8-tetrahydro-1,8-naphthyridin-2-yl)butyl]amino]butanoic acid ClC=1C=C(C=CC1)COC(=O)NC(C(=O)O)CCN(CCCCC1=NC=2NCCCC2C=C1)CCOC